BrC=1C=CC2=C(SC(=C2)C2(CC(C2)O[Si](C)(C)C(C)(C)C)O)C1 1-(6-bromobenzo[b]thiophen-2-yl)-3-((tert-butyldimethylsilyl)oxy)cyclobutan-1-ol